[N-](S(=O)(=O)C(F)(F)F)S(=O)(=O)C(F)(F)F.C(CCC)N1C=[N+](C=C1)C 1-Butyl-3-methylimidazolium bis(trifluoromethanesulfonyl)imide